C(C)(C)(C)C1=NCC=C(C1)C1=CC(=C(C=C1)OC)OC tert-butyl-4-(3,4-dimethoxyphenyl)-3,6-dihydropyridine